2,4-difluoro-bromobenzene FC1=C(C=CC(=C1)F)Br